ethyl 4-(hydroxymethyl)-6-methyl-7-oxo-1-tosyl-6,7-dihydro-1H-pyrrolo[2,3-c]pyridine-2-carboxylate OCC=1C2=C(C(N(C1)C)=O)N(C(=C2)C(=O)OCC)S(=O)(=O)C2=CC=C(C)C=C2